C(#N)[C@H](CC1=C(C=C(C=C1)C1=CC=C(C=C1)C#N)F)NC(OC(C)(C)C)=O tert-butyl N-[(1S)-1-cyano-2-{4'-cyano-3-fluoro-[1,1'-biphenyl]-4-yl}ethyl]carbamate